C1(CC1)C=1C=C(C=C(C1)C1=C(C=C(C=C1)F)C1=NN=CN1C)C=1OC2=C(N1)C=C(C=C2C(F)(F)F)C(=O)OC Methyl 2-[5-cyclopropyl-4'-fluoro-2'-(4-methyl-1,2,4-triazol-3-yl)-[1,1'-biphenyl]-3-yl]-7-(trifluoromethyl)-1,3-benzoxazole-5-carboxylate